(2R)-N-(4-(tert-butyl)phenyl)-N-(2-(3-hydroxyazetidin-1-yl)-2-oxo-1-(pyridin-3-yl)ethyl)pyrrolidine-2-carboxamide C(C)(C)(C)C1=CC=C(C=C1)N(C(=O)[C@@H]1NCCC1)C(C(=O)N1CC(C1)O)C=1C=NC=CC1